P1(=O)(OCC=2C(=CC=CC2)CO1)[O-] xylylene phosphate